(R)-6-chloro-3-((1-(2-cyano-7-methyl-3-morpholinoquinoxalin-5-yl)ethyl)amino)-N-methylpicolinamide ClC1=CC=C(C(=N1)C(=O)NC)N[C@H](C)C1=C2N=C(C(=NC2=CC(=C1)C)C#N)N1CCOCC1